tert-butyl (R)-4-(2-(3-(3-((4-bromobenzyl)(cyclopropylmethyl) carbamoyl)piperidin-1-yl)phenoxy)-2-methylpropanoyl)piperazine-1-carboxylate BrC1=CC=C(CN(C(=O)[C@H]2CN(CCC2)C=2C=C(OC(C(=O)N3CCN(CC3)C(=O)OC(C)(C)C)(C)C)C=CC2)CC2CC2)C=C1